ClC1=C(C=C(CNC(=O)C2OCCC2)C=C1)C(NC1=C2C=NN(C2=CC=C1)C1=CC=C(C=C1)C(F)(F)F)=O N-[4-chloro-3-({1-[4-(trifluoromethyl)phenyl]-1H-indazol-4-yl}carbamoyl)benzyl]tetrahydrofuran-2-carboxamide